FC(C(=O)OCC)CCCCCCCC ethyl 2-fluorodecanoate